C(C1=CC=CC=C1)[C@@H]1N(C(OC1)=O)C(C[C@](C)(C1=CC=CC=C1)O[Si](C)(C)C(C)(C)C)=O (S)-4-benzyl-3-((R)-3-((tert-butyldimethylsilyl)oxy)-3-phenylbutanoyl)oxazolidin-2-one